5-O-α-D-glucopyranosyl-xylitol [C@H]1([C@H](O)[C@@H](O)[C@H](O)[C@H](O1)CO)OC[C@H]([C@@H]([C@H](CO)O)O)O